C(C)OC1=CC=C(C=C1)C([C@H](C)NC([C@H](C(C)C)NC(C1=NC=CC(=C1O)OC)=O)=O)C1=CC=C(C=C1)OCC N-((S)-1-(((S)-1,1-bis(4-ethoxyphenyl)propan-2-yl)amino)-3-methyl-1-oxobutan-2-yl)-3-hydroxy-4-methoxypicolinamide